resorcinol-itaconic acid C1(O)=C(C(O)=CC=C1)C(C(C(=O)O)=C)C(=O)O